C(C)(C)(C)OC(=O)NCC1=CC=C(C=C1)NC(=O)C1=CC2=C(OCCC3=C2SC=C3)C=C1C1=C(C(=O)OC)C=CC(=C1)F methyl 2-(9-((4-(((tert-butoxycarbonyl)amino)methyl)phenyl)carbamoyl)-4,5-dihydrobenzo[b]thieno[2,3-d]oxepin-8-yl)-4-fluorobenzoate